C(C)OC(=O)C=1C=NN(C1C(F)(F)F)C1=C2C=CN=C(C2=CC=C1)NN 1-(1-hydrazinoisoquinolin-5-yl)-5-(trifluoromethyl)-1H-pyrazole-4-carboxylic acid ethyl ester